BrC1=C(C=CC=C1)NC(C#N)[C@H](CC1=CNC2=CC=CC=C12)NC(=O)OC(C)(C)C (3S)-2-((2-bromophenyl)amino)-4-(1H-indol-3-yl)-3-(tert-butoxycarbonylamino)butanenitrile